N1=C(C=CC=C1)C=1C=C(C=CC1)CN 1-[3-(pyridin-2-yl)phenyl]methylamine